C(#N)C1=CC=C(C=C1)N(CCC1OCC(CO1)(CO)NC(OC(C)(C)C)=O)CC1=CC(=C(C=C1)OC)F tert-butyl ((2r,5r)-2-(2-((4-cyanophenyl)(3-fluoro-4-methoxybenzyl)amino)ethyl)-5-(hydroxymethyl)-1,3-dioxan-5-yl)carbamate